tantalum-rhenium [Re].[Ta]